ClC1=NC(=CC=C1[N+](=O)[O-])C 2-chloro-6-methyl-3-nitropyridin